5-isopropyl-1-methyl-1H-indole-2-carboxylic acid C(C)(C)C=1C=C2C=C(N(C2=CC1)C)C(=O)O